5-(1H-imidazol-1-yl)-2-(3-(3-(methylamino)propoxy)-1,2,4-triazin-6-yl)phenol N1(C=NC=C1)C=1C=CC(=C(C1)O)C1=CN=C(N=N1)OCCCNC